[Si](C)(C)(C(C)(C)C)OC1CCC=2C1=NC=CC2CN(C(CC2=C(C=C(C=C2)N2C(=CC=C2)C)F)=O)C2CS(C=C2)(=O)=O N-((7-((tert-butyldimethylsilyl)oxy)-6,7-dihydro-5H-cyclopenta[b]pyridin-4-yl)methyl)-N-(1,1-dioxido-2,3-dihydrothiophen-3-yl)-2-(2-fluoro-4-(2-methyl-1H-pyrrol-1-yl)phenyl)acetamide